2-(3-(((1S,2S,3R,5S,6R)-2,6-difluoro-1,5-dimethyl-8-azabicyclo[3.2.1]octan-3-yl)(methyl)amino)-1,2,4-triazin-6-yl)-5-(1H-imidazol-1-yl)phenol F[C@@H]1[C@@]2(C[C@H]([C@](C[C@H]1N(C=1N=NC(=CN1)C1=C(C=C(C=C1)N1C=NC=C1)O)C)(N2)C)F)C